1-(2-(benzo[d][1,3]dioxol-5-ylamino)-5-methyl-pyrimidin-4-yl)-N-(1-(3,5-dichloro-phenyl)-2-hydroxy-ethyl)-1H-pyrrole-3-carboxamide O1COC2=C1C=CC(=C2)NC2=NC=C(C(=N2)N2C=C(C=C2)C(=O)NC(CO)C2=CC(=CC(=C2)Cl)Cl)C